(7-(2-(4-(6-fluorobenzothiophen-4-yl)piperazin-1-yl)ethyl)-2-oxo-3,4-dihydroquinoline-1(2H)-yl)methylpropyl carbonate C(OC(CC)CN1C(CCC2=CC=C(C=C12)CCN1CCN(CC1)C1=CC(=CC2=C1C=CS2)F)=O)([O-])=O